4-(2-(4-(6-((6-acetyl-8-cyclopentyl-5-methyl-7-oxo-7,8-dihydropyrido[2,3-d]pyrimidin-2-yl)amino)pyridin-3-yl)piperazin-1-yl)ethoxy)-benzaldehyde C(C)(=O)C1=C(C2=C(N=C(N=C2)NC2=CC=C(C=N2)N2CCN(CC2)CCOC2=CC=C(C=O)C=C2)N(C1=O)C1CCCC1)C